9-bromo-10-(phenyl)anthracene BrC=1C2=CC=CC=C2C(=C2C=CC=CC12)C1=CC=CC=C1